6-chloro-4-((3-Chloro-2-(N-methylmethanesulfonamido)phenyl)amino)-N-methoxynicotinamide ClC1=NC=C(C(=O)NOC)C(=C1)NC1=C(C(=CC=C1)Cl)N(S(=O)(=O)C)C